racemic-N-(2-(4,4-difluoropiperidin-1-yl)-6-methylpyrimidin-4-yl)-2-fluoro-6-(6-methyl-3-azabicyclo[4.1.0]heptan-3-yl)-4-nitrobenzamide FC1(CCN(CC1)C1=NC(=CC(=N1)NC(C1=C(C=C(C=C1N1CC2CC2(CC1)C)[N+](=O)[O-])F)=O)C)F